NC1=NN2C(C=C(C=C2)C=2C=C(C=NC2C)C(=O)NCC=2C(=NC=CC2)OCC2CCCC2)=N1 5-{2-amino-[1,2,4]triazolo[1,5-a]pyridin-7-yl}-N-{[2-(cyclopentylmethoxy)pyridin-3-yl]methyl}-6-methylpyridine-3-carboxamide